CC1(CN(CC1)C1=CC(=C(C=N1)C1CN(CC1)C(=O)OC(C)(C)C)C1=NN(C=C1)C)C tert-butyl 3-(6-(3,3-dimethylpyrrolidin-1-yl)-4-(1-methyl-1H-pyrazol-3-yl)pyridin-3-yl)pyrrolidine-1-carboxylate